[Li+].[Co+2].[F-].[F-].[F-] fluoride cobalt lithium